(2S,6R)-2,6-dimethyl-4-(1-(piperidin-4-yl)ethyl)morpholine hydrochloride Cl.C[C@H]1CN(C[C@H](O1)C)C(C)C1CCNCC1